2-[2-[2-[tert-butoxycarbonyl(methyl)amino]ethoxy]ethoxy]ethyl 4-methylbenzenesulfonate CC1=CC=C(C=C1)S(=O)(=O)OCCOCCOCCN(C)C(=O)OC(C)(C)C